N1(C=CC=C1)C=1C=C(C=NC1)C=1N=NN(C1)CC=1N=C2N(C=C(C=C2)CNCC23CC(C2)(C3)F)C1 1-(2-((4-(5-(1H-pyrrol-1-yl)pyridin-3-yl)-1H-1,2,3-triazol-1-yl)methyl)Imidazo[1,2-a]pyridin-6-yl)-N-((3-fluorobicyclo[1.1.1]pentan-1-yl)methyl)methanamine